tert-butyl-4-[3-(2,6-dibenzyloxy-3-pyridyl)-1-methyl-indazol-6-yl]-3-hydroxy-piperidine-1-carboxylate C(C)(C)(C)OC(=O)N1CC(C(CC1)C1=CC=C2C(=NN(C2=C1)C)C=1C(=NC(=CC1)OCC1=CC=CC=C1)OCC1=CC=CC=C1)O